C(#N)C1CN(C1)S(=O)(=O)N1C[C@H](CCC1)C(=O)N1[C@H](CCC1)C(=O)NCC1=CC(=C(C=C1)C)OC 1-(((3S)-1-((3-cyano-1-azetidinyl)sulfonyl)-3-piperidinyl)carbonyl)-N-(3-methoxy-4-methylbenzyl)-D-prolinamide